C[C@H]1O[C@H](CC(C1)=NO)C (2R,6S)-2,6-dimethyltetrahydro-4H-pyran-4-one oxime